2-(4-Methylphenylsulfonyloxyimino)thiophene CC1=CC=C(C=C1)S(=O)(=O)ON=C1SC=CC1